2-((13-(perfluorophenyl)tridec-12-yn-1-yl)oxy)ethyl hydrogen ((((R)-1-(6-amino-9H-purin-9-yl)propan-2-yl)oxy)methyl)phosphonate NC1=C2N=CN(C2=NC=N1)C[C@@H](C)OCP(OCCOCCCCCCCCCCCC#CC1=C(C(=C(C(=C1F)F)F)F)F)(O)=O